(R*)-1-(2-Hydroxybutyl)-6-(4-methoxyphenyl)-3H-imidazo[4,5-b]pyridin O[C@@H](CN1CNC2=NC=C(C=C21)C2=CC=C(C=C2)OC)CC |o1:1|